tert-butyl (4-bromo-1-(difluoromethyl)-1H-benzo[d]imidazol-2-yl)carbamate BrC1=CC=CC=2N(C(=NC21)NC(OC(C)(C)C)=O)C(F)F